CNCC=1C=C(CN2C(C(=C(C=C2C)OCC2=C(C=C(C=C2)F)F)Br)=O)C=CC1 1-[3-(methylaminomethyl)benzyl]-3-bromo-4-[(2,4-difluorobenzyl)oxy]-6-methylpyridin-2(1H)-one